2-(dispiro[2.0.24.13]heptan-7-yl)ethyl methanesulfonate CS(=O)(=O)OCCC1C2(C13CC3)CC2